2-(6-hydroxymethylbicyclo[2.2.1]hept-2-yl)propan-1-ol OCC1CC2CC(C1C2)C(CO)C